C(C1=CC=CC=C1)OC1=C(C(=CC(=C1)CCC)OCC1=CC=CC=C1)C1=C2CC(N(C2=CC=C1)CC(F)(F)F)=O 4-(2,6-Bis(benzyloxy)-4-propylphenyl)-1-(2,2,2-trifluoroethyl)indolin-2-one